C1(CCC1)NC(OCC(F)F)=O 2,2-difluoroethyl cyclobutylcarbamate